BrCCCCOC1=C(C=C(C=C1)C=1SC2=C(N1)C=CC=C2)OC 2-(4-(4-bromobutoxy)-3-methoxyphenyl)benzothiazole